OC1=C(C=CC(=C1)C)C1=C2C(=C(N=N1)NC13CCC(CC1)(C3)O)COCC2 4-((1-(2-hydroxy-4-methylphenyl)-7,8-dihydro-5H-pyrano[3,4-d]pyridazin-4-yl)amino)bicyclo[2.2.1]heptan-1-ol